ethyl P-(4-(5-(chlorodifluoromethyl)-1,2,4-oxadiazol-3-yl)-2-fluorobenzyl)-N-(3-methoxyphenyl)phosphonamidate ClC(C1=NC(=NO1)C1=CC(=C(CP(OCC)(=O)NC2=CC(=CC=C2)OC)C=C1)F)(F)F